C(C1=CC=CC=C1)N1C2=NC=NC(=C2N=C1C1=C(C=C(OCCC(=O)O)C=C1)Cl)OC1(CC1)C 3-(4-(9-benzyl-6-(1-methyl-cyclopropoxy)-9H-purin-8-yl)-3-chlorophenoxy)propanoic acid